potassium nitrate ascorbate O=C1C(O)=C([O-])[C@H](O1)[C@@H](O)CO.[N+](=O)(O)[O-].[K+]